dodecafluoroheptyl-propyl-trimethoxysilane CCC[Si](OC)(OC)OCC(C(C(C(C(CC(F)(F)F)F)(F)F)(F)F)(F)F)(F)F